tert-butyl 2-((2S)-2-(7-chloro-1,1-dioxido-3,4-dihydro-2H-benzo[e][1,2]thiazin-2-yl)-3-(6-fluoro-2,3-dimethylphenyl)butanoyl)hydrazine-1-carboxylate ClC1=CC2=C(CCN(S2(=O)=O)[C@H](C(=O)NNC(=O)OC(C)(C)C)C(C)C2=C(C(=CC=C2F)C)C)C=C1